N-(5-cyclopropyl-1H-pyrazol-3-yl)-2-(2,6-diazaspiro[3.3]hept-2-yl)pyrimidin-4-amine C1(CC1)C1=CC(=NN1)NC1=NC(=NC=C1)N1CC2(C1)CNC2